OC1=C(C=C(C(=O)OCCCCCCOC(C2=CC(=C(C(=C2)OC)O)OC)=O)C=C1OC)OC hexane-1,6-diyl bis(4-hydroxy-3,5-dimethoxybenzoate)